10-anthracenedipropionic acid C1=CC=C2C(=C1)C=C3C(=C2CCC(=O)O)C=CC=C3CCC(=O)O